C(CCCCCCCCCCC)C1=CC=C(N)C=C1 para-dodecyl-aniline